(2-((4-(6-fluoro-5-(pyrrolidin-1-yl)pyridin-3-yl)-1H-1,2,3-triazol-1-yl)methyl)imidazo[1,2-a]pyridin-6-yl)methanol FC1=C(C=C(C=N1)C=1N=NN(C1)CC=1N=C2N(C=C(C=C2)CO)C1)N1CCCC1